tert-butyl 4',4',6-trifluoro-3-methyl-2',3',4',5'-tetrahydro-[1,1'-biphenyl]-2-carboxylate FC1(CCC(=CC1)C=1C(=C(C=CC1F)C)C(=O)OC(C)(C)C)F